7-(3-fluoro-6-(1-(cyclopropyl(4-fluorophenyl)methyl)-1H-pyrazol-4-yl)pyridin-2-yl)-[1,2,4]triazolo[1,5-a]pyridin-2-amine FC=1C(=NC(=CC1)C=1C=NN(C1)C(C1=CC=C(C=C1)F)C1CC1)C1=CC=2N(C=C1)N=C(N2)N